ClC1=CC=C(C=C1)C1=N[C@H](C=2N(C3=C1C(=C(S3)C)C)C(=NN2)C)CC(=O)OC(C)(C)C tert-butyl (S)-2-(4-(4-chlorophenyl)-2,3,9-trimethyl-6H-thieno[3,2-f][1,2,4]triazolo[4,3-a][1,4]diazepin-6-yl)acetate